4-(1-Methyl-1H-pyrazol-5-yl)-1,2-dihydropyridazin-3,6-dione CN1N=CC=C1C=1C(NNC(C1)=O)=O